2-[(5-bromo-2-chloro-pyrimidin-4-yl)amino]-6-fluoro-benzamide BrC=1C(=NC(=NC1)Cl)NC1=C(C(=O)N)C(=CC=C1)F